NC1=CC=C(C=C1)C1=C(C=2N=CN=C(C2N1C1=CC(=C(C=C1)OC1=NC=CC(=N1)C)F)N)CC 6-(4-aminophenyl)-7-ethyl-5-{3-fluoro-4-[(4-methylpyrimidin-2-yl)oxy]phenyl}-5H-pyrrolo[3,2-d]pyrimidin-4-amine